5-(carboxymethylaminomethyl)-2-thiouracil C(=O)(O)CNCC=1C(NC(NC1)=S)=O